1,2,4-benzenetrihydrazide C=1(C(=CC(=CC1)C(=O)NN)C(=O)NN)C(=O)NN